[(1S)-1-[2-(6-carbamoylpyrimidin-4-yl)-1,2,4-triazol-3-yl]ethyl]-methyl-ammonium chloride [Cl-].C(N)(=O)C1=CC(=NC=N1)N1N=CN=C1[C@H](C)[NH2+]C